(3-(6-(tert-butoxy)hexyl)-2-methyl-1H-inden-1-yl)(2-isopropyl-1H-inden-1-yl)dimethylsilane C(C)(C)(C)OCCCCCCC1=C(C(C2=CC=CC=C12)[Si](C)(C)C1C(=CC2=CC=CC=C12)C(C)C)C